oxydimethacrylamide O(C=C(C(=O)N)C)C=C(C(=O)N)C